4-((2-(2-((3-methoxybenzyl)oxy)ethoxy)ethoxy)methyl)-N,N-bis(3-(2-methoxyethoxy)benzyl)oxazol-2-amine COC=1C=C(COCCOCCOCC=2N=C(OC2)N(CC2=CC(=CC=C2)OCCOC)CC2=CC(=CC=C2)OCCOC)C=CC1